[5-[4-[6-chloro-5-[(1-cyanocyclopropyl)-methyl-carbamoyl]-3-pyridyl]pyrazol-1-yl]-1-methyl-4-(trifluoromethyl)pyrazol-3-yl]1,1,2,2,3,3,4,4,4-nonafluorobutane-1-sulfonate ClC1=C(C=C(C=N1)C=1C=NN(C1)C1=C(C(=NN1C)OS(=O)(=O)C(C(C(C(F)(F)F)(F)F)(F)F)(F)F)C(F)(F)F)C(N(C)C1(CC1)C#N)=O